ClC1=CC=C(C=C1)C=1N=C(NC1C)CC1=CC2=CC=CC=C2C=C1 4-(4-Chlorophenyl)-5-methyl-2-(2-naphthylmethyl)imidazole